4-(4-Boc-piperazin-1-ylcarbonyl)bromobenzene tert-butyl-7-(hydroxymethyl)-7-methyl-2-oxa-5-azaspiro[3.4]octane-5-carboxylate C(C)(C)(C)OC(=O)N1C2(COC2)CC(C1)(C)CO.C(=O)(OC(C)(C)C)N1CCN(CC1)C(=O)C1=CC=C(C=C1)Br